[C@H]1(CC[C@H](CC1)C(C)(C)O)C trans-p-menthane-8-ol